C(CC1=CC=CC=C1)C1(CN(CC1)CC=1C=NNC1)C1OCCC1 4-((3-phenethyl-3-(tetrahydrofuran-2-yl)pyrrolidin-1-yl)methyl)-1H-pyrazole